7-(((3R,5R)-5-(4-(2-(2,7-diazaspiro[3.5]nonan-7-yl)ethoxy)phenyl)-1-methylpiperidin-3-yl)amino)-6-bromo-5H-thiazolo[3,2-a]pyrimidin-5-one C1NCC12CCN(CC2)CCOC2=CC=C(C=C2)[C@H]2C[C@H](CN(C2)C)NC=2N=C1N(C(C2Br)=O)C=CS1